3-(3-chloro-3-phenyl-propyl)-1H-pyrazole-5-carboxylic acid ethyl ester C(C)OC(=O)C1=CC(=NN1)CCC(C1=CC=CC=C1)Cl